(3S)-indole N1C=CC2=CC=CC=C12